di(toluene-4-yl) disulfide CC1=CC=C(C=C1)SSC1=CC=C(C)C=C1